(2S,5'R)-7-chloro-6-[5-[(1S)-1-hydroxyethyl]-1,3,4-oxadiazol-2-yl]-3',4-dimethoxy-5'-methyl-spiro[benzofuran-2,4'-cyclohex-2-ene]-1',3-dione ClC1=C(C=C(C=2C([C@]3(C(=CC(C[C@H]3C)=O)OC)OC21)=O)OC)C=2OC(=NN2)[C@H](C)O